C1(C=CC2=CC=CC=C12)[Ti](CC1=CC=CC=C1)(CC1=CC=CC=C1)CC1=CC=CC=C1 (indenyl)trisbenzyl-titanium(IV)